6-(4-fluorophenyl)-8-methoxy-N-((6-(4-methylpiperazin-1-yl)pyridin-3-yl)methyl)quinazolin-4-amine FC1=CC=C(C=C1)C=1C=C2C(=NC=NC2=C(C1)OC)NCC=1C=NC(=CC1)N1CCN(CC1)C